1-(4-(3-((4-amino-5-(3-chloro-2-methoxyphenyl)-7-methyl-7H-pyrrolo[2,3-d]pyrimidin-6-yl)ethynyl)azetidin-1-yl)piperidin-1-yl)prop-2-en-1-one NC=1C2=C(N=CN1)N(C(=C2C2=C(C(=CC=C2)Cl)OC)C#CC2CN(C2)C2CCN(CC2)C(C=C)=O)C